9-(1-hydroxyethyl)-7-methyl-2-morpholino-4H-pyrido[1,2-a]pyrimidin-4-one OC(C)C1=CC(=CN2C1=NC(=CC2=O)N2CCOCC2)C